OCC=1C=NN(C1C(=O)OCC)COCC[Si](C)(C)C ethyl 4-(hydroxymethyl)-1-((2-(trimethylsilyl) ethoxy) methyl)-1H-pyrazole-5-carboxylate